C(=O)O.C(#N)C=1C(=NC=C(C1C1=CC(=C(C=C1)C#N)F)C1=CC(=C(C=C1)OC)O)N1CCC(CC1)NCC1=CC2=C(SC(=C2)C(=O)NO)C=C1 5-(((1-(3-Cyano-4-(4-cyano-3-fluorophenyl)-5-(3-hydroxy-4-methoxyphenyl)pyridin-2-yl)piperidin-4-yl)amino)methyl)-N-hydroxybenzo[b]thiophene-2-carboxamide formate